COC=1C(=NC(=NC1C=1C=NN(C1)C)N1C=CC2=CC(=CC=C12)S(=O)(=O)C)NC1=NNC(=C1)C 5-methoxy-N-(5-methyl-1H-pyrazol-3-yl)-6-(1-methyl-1H-pyrazol-4-yl)-2-(5-(methylsulfonyl)indol-1-yl)pyrimidin-4-amine